ethyl 2-(5-((tert-butoxycarbonyl)amino)-2-oxopyridin-1(2H)-yl)acetate C(C)(C)(C)OC(=O)NC=1C=CC(N(C1)CC(=O)OCC)=O